FC1=C(CC2=C(C(=O)N)C=CC(=C2)NC(=O)NCC2=CC=NC=C2)C=CC=C1 (2-fluorobenzyl)-4-(3-(pyridin-4-ylmethyl)ureido)benzamide